FC1=C(C=CC=C1)NC[C@H](CCO)NC1=NC(=NC(=N1)NC)N1C(CNCC1)C(=O)NCC1C(NCC1)=O (4-(((S)-1-((2-fluorophenyl)amino)-4-hydroxybut-2-yl)amino)-6-(methylamino)-1,3,5-triazin-2-yl)-N-((2-oxopyrrolidin-3-yl)methyl)piperazine-2-carboxamide